propylethyldimethylammonium ethylsulfate C(C)OS(=O)(=O)[O-].C(CC)[N+](C)(C)CC